1-decyl-3-methylpyrrolium triflate [O-]S(=O)(=O)C(F)(F)F.C(CCCCCCCCC)[NH+]1C=C(C=C1)C